ClC1=C(C=CC=C1C=1C=C2CC(N(C2=CC1)CC1=NC=CC=N1)=O)C1C(NC(CC1)=O)=O 3-[2-chloro-3-[2-oxo-1-(pyrimidin-2-ylmethyl)indolin-5-yl]phenyl]piperidine-2,6-dione